FC1=C2C(=CC=C1C(F)(F)F)C(NCC21CC1)=O 5-fluoro-6-(trifluoromethyl)spiro[2,3-dihydroisoquinoline-4,1'-cyclopropane]-1-one